C1(CC1)CNC1=NC=CC2=C1N=C(N=C2)NC2=C(C=C(C=C2)C=2C=NN(C2)C)C N8-(cyclopropylmethyl)-N2-(2-methyl-4-(1-methyl-1H-pyrazol-4-yl)phenyl)pyrido[3,4-d]pyrimidine-2,8-diamine